2-((3-fluoro-2-methylphenyl)amino)-4-(trifluoromethoxy)benzonitrile FC=1C(=C(C=CC1)NC1=C(C#N)C=CC(=C1)OC(F)(F)F)C